CN1N=CC=2C1=NC(=NC2N2CCC(CC2)NC(OC(C)(C)C)=O)N2CCN(CC2)C tert-butyl (1-(1-methyl-6-(4-methylpiperazin-1-yl)-1H-pyrazolo[3,4-d]pyrimidin-4-yl)piperidin-4-yl)carbamate